CC(=C)C1=CC(=CC=C1)C α-methyl-m-methyl-styrene